FC=1C(=NC(=NC1)N[C@@H]1CC[C@H](CC1)NC(C)=O)N1N=CC(=C1)N1C(C=CC=C1)=O trans-N-((1r,4r)-4-((5-fluoro-4-(4-(2-oxopyridin-1(2H)-yl)-1H-pyrazol-1-yl)pyrimidin-2-yl)amino)cyclohexyl)acetamide